N1CCC(CC1)C=1N=C2SC=NN2C1 6-(piperidin-4-yl)imidazo[2,1-b][1,3,4]thiadiazol